5-(N-((1,2,3,5,6,7-hexahydro-s-indacen-4-yl)carbamoyl)sulfamoyl)furan-3-carboxylic Acid C1CCC2=C(C=3CCCC3C=C12)NC(=O)NS(=O)(=O)C1=CC(=CO1)C(=O)O